1-(Acetamido)-6-bromoindole C(C)(=O)NN1C=CC2=CC=C(C=C12)Br